O1COC(C2=C1C=CC=C2)CO benzo[d][1,3]dioxin-4-ylmethanol